4-(((9H-fluoren-9-yl)methoxy)carbonyl)piperazin C1=CC=CC=2C3=CC=CC=C3C(C12)COC(=O)N1CCNCC1